FC(C(=O)O)(F)F.COC(CCC1=CC(=CC(=C1)C(F)(F)F)I)=O 3-(3-iodo-5-(trifluoromethyl)phenyl)propionic acid methyl ester trifluoroacetate